ClC1=CC2=C(C=N1)C=C(N2COCC[Si](C)(C)C)C2=NC(=NC=C2)C 2-[[6-chloro-2-(2-methylpyrimidin-4-yl)pyrrolo[3,2-c]pyridin-1-yl]methoxy]ethyl-trimethylsilane